1-[1-({[3-(methylsulfanyl)-1,2,4-triazin-6-yl]methyl}carbamoyl)cyclobutyl]ethyl acetate C(C)(=O)OC(C)C1(CCC1)C(NCC1=CN=C(N=N1)SC)=O